COC(C(F)(F)C1=C(C=CC(=C1)C#N)CBr)=O 2-[2-(bromomethyl)-5-cyano-phenyl]-2,2-difluoro-acetic acid methyl ester